C(C1=CC=CC=C1)N1C2(COC2)CNC(C1)=O 5-benzyl-2-oxa-5,8-diazaspiro[3.5]nonan-7-one